O=C1N(C=CC=C1NC(OC(C)(C)C)=O)C1CCC2(COC2)CC1 tert-butyl (2-oxo-1-(2-oxaspiro[3.5]nonan-7-yl)-1,2-dihydropyridin-3-yl)carbamate